dipropyl-cyanoacetic acid C(CC)C(C(=O)O)(C#N)CCC